BrC1=NO[C@@H](C1)[C@H]1CN(CCC1)[C@@H](C)C1=CC(=CC=C1)C(F)(F)F (S)-3-Bromo-5-((R)-1-((S)-1-(3-(trifluoromethyl)phenyl)ethyl)piperidin-3-yl)-4,5-dihydroisoxazole